C(C)(=O)OCCCC(CC)(C)C 1-acetoxy-4,4-dimethyl-hexane